(rac)-N-(bis(4-(trifluoromethyl)phenyl)phosphino)-N-butyl-2,5-diphenylphosphinan-1-amine FC(C1=CC=C(C=C1)P(N(P1C(CCC(C1)C1=CC=CC=C1)C1=CC=CC=C1)CCCC)C1=CC=C(C=C1)C(F)(F)F)(F)F